(3-((2-(((4-nitrophenoxy)carbonyl)oxy)ethyl)thio)adamantan-1-yl)carbamate [N+](=O)([O-])C1=CC=C(OC(=O)OCCSC23CC4(CC(CC(C2)C4)C3)NC([O-])=O)C=C1